C1(CCCCCC1)[C@@H](C(=O)NC1=CC(=C(C=C1)C=1C(=NNC1C)C)O)NC(OC1CC1)=O cyclopropyl N-[(1S)-1-cycloheptyl-2-[4-(3,5-dimethyl-1H-pyrazol-4-yl)-3-hydroxy-anilino]-2-oxo-ethyl]carbamate